C(C)OC(C(CCCN(C)CCCC(C(OCC)OCC)[SiH3])[SiH3])OCC bis(4-diethoxymethyl-silylbutyl)N-methylamine